O1C[C@@H](CC1)C(=O)N1CCC(CC1)NC(=O)NC1=CC=C(C=C1)OC(F)(F)F (R)-1-(1-(tetrahydrofuran-3-carbonyl)piperidin-4-yl)-3-(4-(trifluoromethoxy)phenyl)urea